(2R)-N1-[4-(propan-2-yl)phenyl]-N2-[4-(4,4,5,5-tetramethyl-1,3,2-dioxaborolan-2-yl)phenyl]pyrrolidine-1,2-dicarboxamide CC(C)C1=CC=C(C=C1)NC(=O)N1[C@H](CCC1)C(=O)NC1=CC=C(C=C1)B1OC(C(O1)(C)C)(C)C